FC=1C=C2[C@@H](N3C(C2=CC1)=CN=C3)[C@H]3[C@@H](COCC3)O (3S,4S)-4-((S)-7-Fluoro-5H-imidazo[5,1-a]isoindol-5-yl)tetrahydro-2H-pyran-3-ol